CC=1C=C(CNC2=CN=C3N(C2=O)[C@@H](CC3)C(=O)OC(C)(C)C)C=C(C1)C(F)(F)F tert-butyl (S)-3-((3-methyl-5-(trifluoromethyl)-benzyl)amino)-4-oxo-4,6,7,8-tetrahydropyrrolo[1,2-a]pyrimidine-6-carboxylate